1,2-dihydro-3'H-spiro[indole-3,2'-[1,3,4]thiadiazole]-2-one S1C2(NN=C1)C(NC1=CC=CC=C12)=O